CC1(N=C(OC1)CCOCC=C1OC(OC1)=O)C 4-(2-(2-(4,4-dimethyl-4,5-dihydrooxazol-2-yl)ethoxy)ethylidene)-1,3-dioxolan-2-one